O[C@@H]1[C@H]2CN([C@@H](C1)C2)C(=O)OC(C)(C)C |r| racemic-tert-butyl (1R,4R,5S)-5-hydroxy-2-azabicyclo[2.2.1]heptane-2-carboxylate